2-Azido-N-(4-(5-(3-ethynylbenzamido)-1-methyl-1H-pyrazol-3-yl)phenyl)benzamide N(=[N+]=[N-])C1=C(C(=O)NC2=CC=C(C=C2)C2=NN(C(=C2)NC(C2=CC(=CC=C2)C#C)=O)C)C=CC=C1